3-(dibenzylamino)oxetane-3-carboxylic acid C(C1=CC=CC=C1)N(C1(COC1)C(=O)O)CC1=CC=CC=C1